BrC=1C=C2CCN(CC2=C(C1)OC)C[C@@H](C)O (R)-1-(6-bromo-8-methoxy-3,4-dihydroisoquinolin-2(1H)-yl)propan-2-ol